Diethyl [3-(2,6-dimethyl-9H-carbazol-9-yl)propyl]phosphonate CC1=CC=2N(C3=CC=C(C=C3C2C=C1)C)CCCP(OCC)(OCC)=O